(S)-6-(3-(3-chlorophenyl)-1,2,4-oxadiazol-5-yl)-2,2-dimethyl-3,4-dihydro-2H-pyran ClC=1C=C(C=CC1)C1=NOC(=N1)C1=CCCC(O1)(C)C